C(C)(=O)OCC(CC[C@@H]1C(NCC1)=O)=O 2-oxo-4-((S)-2-oxopyrrolidin-3-yl)butyl acetate